FC1=C(C=C2C=CN(C2=C1)CC(C)N(C)C)OC 1-(6-fluoro-5-methoxy-1H-indol-1-yl)-N,N-dimethylpropan-2-amine